5-[4-(3,3-difluoro-4-methoxy-pyrrolidin-1-yl)pyrazolo[3,4-d]pyrimidin-2-yl]-1H-pyrimidine-2,4-dione FC1(CN(CC1OC)C=1C=2C(N=CN1)=NN(C2)C=2C(NC(NC2)=O)=O)F